N-((2S,3S)-2-((2,3'-difluoro-5'-methyl-biphenyl-3-yl)methyl)-1-(2-hydroxy-2-methylpropanoyl)pyrrolidin-3-yl)ethanesulfonamide FC1=C(C=CC=C1C[C@@H]1N(CC[C@@H]1NS(=O)(=O)CC)C(C(C)(C)O)=O)C1=CC(=CC(=C1)C)F